N(C1=CC=CC=C1)C=1OC2=C(C=C(C=C2C(C1C=O)=O)C)Br 2-anilino-8-bromo-6-methyl-4-oxo-chromene-3-formaldehyde